tert-butyl 4-(4-bromobutyl)-piperidine-1-carboxylate BrCCCCC1CCN(CC1)C(=O)OC(C)(C)C